4,4'-di-tert-butyl-2,2'-bipyridine nickel dichloride [Ni](Cl)Cl.C(C)(C)(C)C1=CC(=NC=C1)C1=NC=CC(=C1)C(C)(C)C